C(C)(C)(C)OC(CN1N=C(C2=CC=CC=C12)CCC(=O)O)=O 3-(1-(2-(tert-butoxy)-2-oxoethyl)-1H-indazol-3-yl)propionic acid